FC1(CC1)[C@@]1(NC(NC1=O)=O)CNC(OC(C)(C)C)=O |r| rac-tert-butyl {[4-(1-fluorocyclopropyl)-2,5-dioxoimidazolidin-4-yl]methyl}carbamate